(3R*,4R*)-1-Cyclohexyl-4-{[3-(2,4-difluoro-phenyl)-isoxazole-5-carbonyl]-amino}-piperidine-3-carboxylic acid (2-methoxy-1,1-dimethyl-ethyl)-amide COCC(C)(C)NC(=O)[C@@H]1CN(CC[C@H]1NC(=O)C1=CC(=NO1)C1=C(C=C(C=C1)F)F)C1CCCCC1 |o1:9,14|